C(C)(C)(C)N(C(O)=O)C1CC=C(CC1)C1=CC2=C(N=CN=C2N2CCOCC2)N1COCC[Si](C)(C)C.CC=1N=C(NC1C)C1=C(C=CC2=CC=CC=C12)O 4,5-dimethyl-2-(2-hydroxynaphthalen-1-yl)imidazole tert-butyl-(4-(4-morpholino-7-((2-(trimethylsilyl)ethoxy)methyl)-7H-pyrrolo[2,3-d]pyrimidin-6-yl)cyclohex-3-en-1-yl)carbamate